BrC=1C=CC(=C2C=C(N=CC12)NC1=NC(=NC=C1)C=1C=NN(C1)S(=O)(=O)C1CC1)C(C)C 8-bromo-N-(2-(1-(cyclopropylsulfonyl)-1H-pyrazol-4-yl)pyrimidin-4-yl)-5-isopropylisoquinolin-3-amine